6-Bromo-N-(3-methoxy-5-((tetrahydrofuran-2-yl)methoxy)phenyl)quinolin-4-amine BrC=1C=C2C(=CC=NC2=CC1)NC1=CC(=CC(=C1)OCC1OCCC1)OC